CC1=NN(C=C1[N+](=O)[O-])C1CCC(CC1)C(=O)OC methyl (1R,4R)-4-(3-methyl-4-nitro-1H-pyrazol-1-yl)cyclohexane-1-carboxylate